CN(S(=O)(=O)CC)C1CCNCC1 N-methyl-N-(piperidin-4-yl)ethanesulfonamide